5-(3-Cyclopropyl-2-methyl-3H-imidazo[4,5-b]pyridin-5-yl)-N-((3R,4S)-3-fluoro-1-(oxetan-3-yl)piperidin-4-yl)pyrrolo[2,1-f][1,2,4]triazin-2-amine C1(CC1)N1C(=NC=2C1=NC(=CC2)C=2C=CN1N=C(N=CC12)N[C@@H]1[C@@H](CN(CC1)C1COC1)F)C